N1C=CC2=CC(=CC=C12)C1N(CC(CC1)C)C(C(=O)NC=1C=NC=C(C(=O)N)C1)=O 5-(2-(2-(1H-Indol-5-yl)-5-methylpiperidin-1-yl)-2-oxoacetamido)Nicotinamide